FC1(COC1)CN1C(SC(=C1)COC=1C=CC2=C(C=C(O2)C)C1)C N-((3-fluorooxetan-3-yl)methyl)-2-methyl-5-((2-methylthiazol-5-yl)methoxy)benzofuran